C(C1=CC=CC=C1)OCCC(CCC(=O)N(C)C)NS(=O)(=O)C1=CC=C(C=C1)C 6-(benzyloxy)-N,N-dimethyl-4-((4-methylphenyl)sulfonylamino)hexanamide